Aluminum-Manganese-Silicon [Si].[Mn].[Al]